CN(CC(=O)N1[C@@H]([C@@H]([C@@H]1CO)C1=CC=C(C=C1)C1=C(C=CC=C1)OC)C#N)C (2S,3S,4R)-1-[2-(dimethylamino)acetyl]-4-(hydroxymethyl)-3-[4-(2-methoxyphenyl)phenyl]azetidine-2-carbonitrile